N6,N12-bis(3,4-dimethylphenyl)-N6,N12-dimesitylchrysene-6,12-diamine CC=1C=C(C=CC1C)N(C=1C=C2C=3C=CC=CC3C(=CC2=C2C=CC=CC12)N(C1=C(C=C(C=C1C)C)C)C1=CC(=C(C=C1)C)C)C1=C(C=C(C=C1C)C)C